2-(furan-3-yl)pyrazolo[5,1-b]Thiazole-7-carboxamide O1C=C(C=C1)C1=CN2C(S1)=C(C=N2)C(=O)N